C1(=CC=CC=C1)C1=NOC(C1)C(=O)OC Methyl 3-phenyl-4,5-dihydroisoxazole-5-carboxylate